4-((2-hydroxylethyl)thio)isoindole-1,3-dione OCCSC1=C2C(NC(C2=CC=C1)=O)=O